(2-fluoro-4-(2-((7-methoxy-4,5-dihydronaphtho[1,2-d]thiazol-2-yl)amino)-2-oxoethyl)phenoxy)pyridine-3-carboxamide FC1=C(OC2=NC=CC=C2C(=O)N)C=CC(=C1)CC(=O)NC=1SC2=C(N1)C1=CC=C(C=C1CC2)OC